C1(=CC=CC2=CC=CC=C12)CC(CCCCCCCN)NCC=CC1=CC=CC=C1 1-(naphthalen-1-ylmethyl)-N1-(3-phenylallyl)octane-1,8-diamine